CC1=NC(=CC(=C1)Cl)C 2,6-dimethyl-4-chloropyridine